ClC=1C=CC(=C(C1)C1=CC(=NC=C1C(=O)NC=1SC(=NN1)OC)C)OCC 4-(5-chloro-2-ethoxyphenyl)-N-(5-methoxy-1,3,4-thiadiazol-2-yl)-6-methylnicotinamide